[IH2+].C1(=CC=CC=C1)P(C(C1=C(C=C(C=C1C)C)C)=O)(C(C1=C(C=C(C=C1C)C)C)=O)=O phenyl-bis(2,4,6-trimethylbenzoyl)phosphine oxide, iodonium salt